CC1CNCCC1(C(=O)O)C1=CC=CC=C1 3-methyl-4-phenyl-4-piperidinecarboxylic acid